5-{4-[(8-fluoro-3-methyl-2-oxo-1H-quinolin-7-yl)methyl]piperazin-1-yl}-N-methylpyridine-2-carboxamide FC=1C(=CC=C2C=C(C(NC12)=O)C)CN1CCN(CC1)C=1C=CC(=NC1)C(=O)NC